3-[(acetamido) phenoxy]-1,2-propylene oxide C(C)(=O)NC1=C(OCC2CO2)C=CC=C1